acryloylamide methanesulfonate CS(=O)(=O)[O-].C(C=C)(=O)[NH-]